NCCN1C=C(C=2C=NC(=CC21)Br)C(=O)C2COC1=CC=C(C=C1C2)Cl (1-(2-aminoethyl)-6-bromo-1H-pyrrolo[3,2-c]pyridin-3-yl)(6-chlorochroman-3-yl)methanone